C[C@]12CCC(=O)C=C1CC[C@@H]3[C@@H]2[C@H](C[C@]4([C@H]3CC[C@@H]4C(=O)CO)C=O)O The molecule is a pregnane-based steroidal hormone produced by the outer-section (zona glomerulosa) of the adrenal cortex in the adrenal gland, and acts on the distal tubules and collecting ducts of the kidney to cause the conservation of sodium, secretion of potassium, increased water retention, and increased blood pressure. The overall effect of aldosterone is to increase reabsorption of ions and water in the kidney. It has a role as a human metabolite and a mouse metabolite. It is an 11beta-hydroxy steroid, a 21-hydroxy steroid, a 18-oxo steroid, a 20-oxo steroid, a C21-steroid hormone, a steroid aldehyde, a 3-oxo-Delta(4) steroid, a primary alpha-hydroxy ketone and a mineralocorticoid. It derives from a hydride of a pregnane.